3,9-diphosphaspiro[5.5]undecane 3,9-dioxide C1CP(CCC12CCP(CC2)=O)=O